N-[5-(1H-benzimidazol-2-yl)-1H-pyrazol-3-yl]-3-chloro-4-(3-methoxypropoxy)benzamide N1C(=NC2=C1C=CC=C2)C2=CC(=NN2)NC(C2=CC(=C(C=C2)OCCCOC)Cl)=O